CC=1C=C(C(=O)NC2=NC3=C(N2[C@H]2CN(CCCC2)C(=O)OC(C)(C)C)C(=CC=C3)OC3CCNCC3)C=CN1 Tert-butyl (R)-3-(2-(2-methylisonicotinamido)7-(piperidin-4-yloxy)-1H-benzo[d]imidazol-1-yl)azepane-1-carboxylate